methyl 3'-chloro-6-(3-(4-((pyridin-3-yloxy)methyl)phenoxy)azetidin-1-yl)-[1,1'-biphenyl]-2-carboxylate ClC=1C=C(C=CC1)C=1C(=CC=CC1N1CC(C1)OC1=CC=C(C=C1)COC=1C=NC=CC1)C(=O)OC